2-[2-(tert-Butoxycarbonylamino)ethyl-methyl-amino]Acetic acid benzyl ester C(C1=CC=CC=C1)OC(CN(C)CCNC(=O)OC(C)(C)C)=O